N1(CCCCC1)CCCN 3-piperidin-1-yl-propylamine